C(#N)C=1N=CC(=NC1)NC(OC1=CC=CC=C1)=O phenyl (5-cyanopyrazin-2-yl)carbamate